1-(3-aminopropyl)propane-1,3-diamine NCCCC(CCN)N